ClC=1C=C(C=CC1)C[C@H]1C(C(C(N1CC1=CC=C(C=C1)OC)=O)(F)F)O (5S)-5-[(3-chlorophenyl)methyl]-3,3-difluoro-4-hydroxy-1-[(4-methoxyphenyl)methyl]Pyrrolidin-2-one